C1(CC1)CS(=O)(=O)C=1C=C(C=NC1N1CC=2C=NC(=CC2C1=O)C(F)(F)F)C1(CC1)C#N 1-[5-(Cyclopropylmethylsulfonyl)-6-[1-oxo-6-(trifluoromethyl)-3H-pyrrolo[3,4-c]pyridin-2-yl]-3-pyridinyl]cyclopropanecarbonitrile